2-Chlorotritylchloride ClC1=C(C(C2=CC=CC=C2)(C2=CC=CC=C2)Cl)C=CC=C1